FC1=C(C=CC(=C1)C(=O)N1CCCC1)C1=NC=2C=CNC(C2C(=C1)NC1=NC=C(C=C1)N1CCC(CC1)O)=O 2-[2-fluoro-4-(pyrrolidine-1-carbonyl)phenyl]-4-[[5-(4-hydroxy-1-piperidyl)-2-pyridyl]amino]-6H-1,6-naphthyridin-5-one